methyl (R)-1-(2-((6-(bis(tert-butoxycarbonyl)amino)-9H-purin-9-yl)methyl)-4-fluoro-3-(hydroxymethyl)phenyl)-3-((tert-butoxycarbonyl)amino)pyrrolidine-3-carboxylate C(C)(C)(C)OC(=O)N(C1=C2N=CN(C2=NC=N1)CC1=C(C=CC(=C1CO)F)N1C[C@](CC1)(C(=O)OC)NC(=O)OC(C)(C)C)C(=O)OC(C)(C)C